COC(C)(OC)C1=NC=2N(C=C1)C(=C(N2)C2=NC(=NN2CC2=CC=C(C=C2)OC)C(F)(F)F)C=2N=CN(C2)S(=O)(=O)N(C)C 4-(7-(1,1-dimethoxyethyl)-2-(1-(4-methoxybenzyl)-3-(trifluoromethyl)-1H-1,2,4-triazol-5-yl)imidazo[1,2-a]pyrimidin-3-yl)-N,N-dimethyl-1H-imidazole-1-sulfonamide